NC(C(=O)O)C1=C(C=CC(=C1)F)F 2-amino-2-(2,5-difluorophenyl)acetic acid